FC1=CC=C(C=N1)[C@@H]1N(OCC1)C(C(C)(C)C)=O 1-[(3R)-3-(6-fluoropyridin-3-yl)-1,2-oxazolidin-2-yl]-2,2-dimethylpropan-1-one